CO[C@H]1COC2C1OC[C@@H]2O (3S,6S)-6-methoxyhexahydrofuro[3,2-b]furan-3-ol